N1=CC=NC=2C(CCCC12)=O 7,8-dihydroquinoxalin-5(6H)-one